C(C1=CC=CC=C1)NC(=O)C=1N(C(N2C1CN(CC2)C(C2=CC(=C(C=C2)Br)Cl)=O)=O)C2=CC=C(C=C2)NC N-benzyl-7-(4-bromo-3-chloro-benzoyl)-2-[4-(methylamino)phenyl]-3-oxo-6,8-dihydro-5H-imidazo[1,5-a]pyrazine-1-carboxamide